FC=1C(=C(C=CC1F)[C@@H]1[C@H](O[C@]([C@@H]1C)(C(F)(F)F)C)C(=O)NC1=CC(=NC=C1)C(=O)N)OC 4-[[(2s,3r,4r,5r)-3-(3,4-difluoro-2-methoxy-phenyl)-4,5-dimethyl-5-(trifluoromethyl)tetrahydrofuran-2-carbonyl]amino]pyridine-2-carboxamide